(1S,3R,5S)-N-ethyl-3-methyl-7-oxo-1-({2,3',5'-trifluoro-[1,1'-biphenyl]-3-yl}methyl)-9-oxa-2,6-diazaspiro[4.5]decane-2-carboxamide C(C)NC(=O)N1[C@H]([C@]2(C[C@H]1C)NC(COC2)=O)CC=2C(=C(C=CC2)C2=CC(=CC(=C2)F)F)F